2-(((((2R,7aS)-2-fluorotetrahydro-1H-pyrrolizin-7a(5H)-yl)methoxy)-7-(5,6,7,8-tetrahydronaphthalen-1-yl)pyridino[2,3-d]pyrimidin-4-yl)piperazin-2-yl)acetonitrile F[C@@H]1C[C@@]2(CCCN2C1)COC=1N=C(C2=C(N1)N=C(C=C2)C2=CC=CC=1CCCCC21)N2C(CNCC2)CC#N